CN1C([C@@H](CC1)N[C@H]1CN(C[C@H](C1)C(F)(F)F)C1=CC=C(C=2N=CC=NC12)C#N)=O 8-((3R,5S)-3-(((R)-1-methyl-2-oxopyrrolidin-3-yl)amino)-5-(trifluoromethyl)piperidin-1-yl)quinoxaline-5-carbonitrile